CN[C@@H](CO)C(=O)O L-N-Methylserine